ON(C1=CC=CC=C1)C1=CC=CC=C1.[B] boron hydroxyl-diphenylamine